FC(C1=CC=C(C=C1)C1CN(CCC1)C1=CC=C(C(=O)O)C=C1)(F)F 4-(3-(4-(trifluoromethyl)phenyl)piperidin-1-yl)benzoic acid